O1C(NC=C1)=O (E)-oxazolone